4-((4-Fluorobenzyl)oxy)quinoline-2-carboxamide FC1=CC=C(COC2=CC(=NC3=CC=CC=C23)C(=O)N)C=C1